9-(piperidin-4-ylmethyl)-2,9-diazaspiro[5.5]undecane-2-carboxylic acid benzyl ester C(C1=CC=CC=C1)OC(=O)N1CC2(CCC1)CCN(CC2)CC2CCNCC2